ClC=1C=C(C=CC1Cl)C=1N(C(=CC(C1C(=O)O)=O)CN1N=C(C=C1)C=1SC=CC1)CC 2-(3,4-dichlorophenyl)-1-ethyl-4-oxo-6-[[3-(2-thienyl)pyrazol-1-yl]methyl]pyridine-3-carboxylic acid